trans-4-Acetamido-N-(4-(1-isopropyl-1H-pyrazol-4-yl)pyridin-2-yl)-N-((4-(4-methoxy-3-methylphenyl)bicyclo[2.2.2]octan-1-yl)methyl)cyclohexanecarboxamide C(C)(=O)N[C@@H]1CC[C@H](CC1)C(=O)N(CC12CCC(CC1)(CC2)C2=CC(=C(C=C2)OC)C)C2=NC=CC(=C2)C=2C=NN(C2)C(C)C